4-chloro-N-((R)-1-((cis)-4-(6-fluoroquinolin-4-yl)cyclohexyl)ethyl)bicyclo[2.2.2]octane-1-carboxamide ClC12CCC(CC1)(CC2)C(=O)N[C@H](C)[C@@H]2CC[C@@H](CC2)C2=CC=NC1=CC=C(C=C21)F